2-deoxyribose O=CC[C@H](O)[C@H](O)CO